C12COCC(N1C=1SC3=C(N1)C=CC(=C3C(=O)NC=3C(=CC1=C(OCCO1)C3)C(=O)O)OC)C2 7-(2-(3-Oxa-6-azabicyclo[3.1.1]heptan-6-yl)-6-methoxybenzo[d]thiazole-7-carboxamido)-2,3-dihydrobenzo[b][1,4]dioxine-6-carboxylic acid